6-Chloro-7-tert-butyl-8-ethyl-2-trifluoromethyl-2H-benzopyran-3-carboxylic acid ethyl ester C(C)OC(=O)C=1C(OC2=C(C1)C=C(C(=C2CC)C(C)(C)C)Cl)C(F)(F)F